trans-tert-butyl N-[4-[N-cyclopropyl-4-fluoro-2-(2-trimethylsilylethoxymethoxy)anilino]cyclohexyl]-N-methyl-carbamate C1(CC1)N(C1=C(C=C(C=C1)F)OCOCC[Si](C)(C)C)[C@@H]1CC[C@H](CC1)N(C(OC(C)(C)C)=O)C